N=1C=C(N2N=CC=CC21)C#CC2=C(C=CC=1C(=NOC12)NC1=CC(=CC=C1)C(Br)(Br)Br)C 7-(imidazo[1,2-b]pyridazin-3-ylethynyl)-6-methyl-N-(3-(tribromomethyl)phenyl)benzo[d]isoxazol-3-amine